[Si](C1=CC=CC=C1)(C1=CC=CC=C1)(C(C)(C)C)OC1(CN(CCCC1)C1=NC(=NC(=N1)OC[C@]12CCCN2C[C@@H](C1)F)/C(/N)=N/O)C (Z)-4-(3-((Tert-butyldiphenylsilyl)oxy)-3-methylazepan-1-yl)-6-(((2R,7aS)-2-fluorotetrahydro-1H-pyrrolizin-7a(5H)-yl)methoxy)-N'-hydroxy-1,3,5-triazine-2-carboximidamide